1-ethyl-3-(5-fluoro-6-((4-(2-fluoro-6-(1H-pyrazol-1-yl)pyridin-3-yl)piperazin-1-yl)methyl)pyrimidin-4-yl)urea C(C)NC(=O)NC1=NC=NC(=C1F)CN1CCN(CC1)C=1C(=NC(=CC1)N1N=CC=C1)F